(2R,3S,4R,5R)-5-cyano-4-hydroxy-5-(4-((R)-2-methylbutanamido)pyrrolo[2,1-f][1,2,4]triazin-7-yl)-2-((2-phenylacetoxy)methyl)tetrahydrofuran-3-yl L-valinate N[C@@H](C(C)C)C(=O)O[C@@H]1[C@H](O[C@]([C@@H]1O)(C1=CC=C2C(=NC=NN21)NC([C@@H](CC)C)=O)C#N)COC(CC2=CC=CC=C2)=O